(benzyloxy)-2-bromo-3-chlorophenol C(C1=CC=CC=C1)OC1=C(C(=C(C=C1)O)Br)Cl